C(CCCCCC(=O)OCN1C(CCC2=CC=C(C=C12)OCCCCN1CCN(CC1)C1=CC=CC=2SC=CC21)=O)(=O)OCN2C(CCC1=CC=C(C=C21)OCCCCN2CCN(CC2)C2=CC=CC=1SC=CC12)=O bis((7-(4-(4-(benzo[b]thiophen-4-yl)piperazin-1-yl)butoxy)-2-oxo-3,4-dihydroquinolin-1(2H)-yl)methyl) heptanedioate